1-(bromomethyl)-4-trifluoromethylbenzene BrCC1=CC=C(C=C1)C(F)(F)F